OC=1N(N=C2C=CC(=CC12)C#N)CC1=C2C=CNC2=C(C=C1S(=O)(=O)C)C 3-hydroxy-2-((7-methyl-5-(methylsulfonyl)-1H-indol-4-yl)methyl)-2H-indazole-5-carbonitrile